1-(2,3-dihydrobenzo-furan-5-yl)-N-methylpropan-2-amine O1CCC2=C1C=CC(=C2)CC(C)NC